2-((3'-chloro-3-(1-methyl-1H-pyrazol-3-yl)-[1,1'-biphenyl]-4-yl)amino)-N-methylethane-1-sulfonamide ClC=1C=C(C=CC1)C1=CC(=C(C=C1)NCCS(=O)(=O)NC)C1=NN(C=C1)C